NC1=C(C=C(C=N1)NC(C(=O)N1[C@H](CC[C@@H](C1)C)C1=CC=C(C=C1)C(F)F)=O)C N-(6-amino-5-methyl-3-pyridyl)-2-[(2R,5S)-2-[4-(difluoromethyl)phenyl]-5-methyl-1-piperidyl]-2-oxo-acetamide